6-Amino-2-fluoro-N,N-dimethyl-3-(2-methyl-1',2'-dihydrospiro[cyclopropane-1,3'-pyrrolo[2,3-b]pyridin]-5'-yl)benzamide NC1=CC=C(C(=C1C(=O)N(C)C)F)C=1C=C2C(=NC1)NCC21C(C1)C